CC1([C@H]2CN(C[C@@H]12)C(=O)OC(C)(C)C)C(=O)O (1R,5S,6r)-6-methyl-3-{[(tert-butyl)oxy]carbonyl}-3-azabicyclo[3.1.0]hexane-6-carboxylic acid